[Cl-].C(CCCCCCCCCCC)[N+](CC1=CC=CC=C1)(C)C dodecanyl-dimethyl-benzyl-ammonium chloride